C(OC(C)C1C2=CC=C(C=C2C(C=2C=C(C=CC12)N1CCCC1)(C)C)N1CCCC1)(OC1=CC=C(C=C1)[N+](=O)[O-])=O 1-(10,10-dimethyl-3,6-di(pyrrolidin-1-yl)-9,10-dihydroanthracen-9-yl)ethyl (4-nitrophenyl) carbonate